N(=[N+]=[N-])C=1C=C(C(=NC1)CN1CCC(CC1)(F)F)F 5-azido-2-[(4,4-difluoropiperidin-1-yl)methyl]-3-fluoropyridine